C1(CC1)[C@@H](C)NC=1N=CC2=C(N1)NC=C2C=2C=C(C=1N(C2)C=C(N1)C)F (R)-N-(1-cyclopropylethyl)-5-(8-fluoro-2-methylimidazo[1,2-a]pyridin-6-yl)-7H-pyrrolo[2,3-d]pyrimidin-2-amine